N1=CC(=CC=C1)C(CO)CO 2-(Pyridin-3-yl)propane-1,3-diol